NC1=C(C=C(C=C1)P(C)(C)=O)Cl (4-amino-3-chlorophenyl)dimethylphosphine oxide